methyl (Z)-N-[[5-[1-[2,6-difluoro-4-[1-(methoxyimino)ethyl]phenyl]-1H-pyrazol-3-yl]-2-methylphenyl]methyl]carbamate FC1=C(C(=CC(=C1)\C(\C)=N/OC)F)N1N=C(C=C1)C=1C=CC(=C(C1)CNC(OC)=O)C